C(=O)(O)COC1=C(C=CC(=C1)O\C=C\C(=C)C)C(/C=C/C1=CC=C(C(=O)O)C=C1)=O 4-[(E)-3-[2-(Carboxymethoxy)-4-[(1E)-3-methylbuta-1,3-dienoxy]phenyl]-3-oxoprop-1-enyl]benzoic acid